C1(CC1)C1=CC=C2C(C(NC2=C1F)=O)=O 6-cyclopropyl-7-fluoroindoline-2,3-dione